2-(2-(4-methylpiperazino)ethylthio)-4-(3-chloro-4-(3-fluorobenzyloxy)phenylamino)pyrazolo[1,5-a][1,3,5]triazine CN1CCN(CC1)CCSC1=NC=2N(C(=N1)NC1=CC(=C(C=C1)OCC1=CC(=CC=C1)F)Cl)N=CC2